C(C)S(=O)(=O)NC1=CC=C(C=C1)C1=NNC(=C1C(=O)N)NC1=CC2=CC=CC=C2C=C1 3-(4-(ethylsulfonamido)phenyl)-5-(naphthalen-2-ylamino)-1H-pyrazole-4-carboxamide